BrC1=NC(=CC(=C1OCOC)C1=CC(=C(C=C1)N1C(N(C=C1)C([2H])([2H])[2H])=O)Cl)C 1-(4-(2-bromo-3-(methoxymethoxy)-6-methylpyridin-4-yl)-2-chlorophenyl)-3-(trideuteromethyl)-1H-imidazol-2(3H)-one